C1(=CC=CC=C1)NC1=CC=C(C=C1)OCC1=CC=C(C=C1)C=C N-phenyl-4-(4-vinylbenzyloxy)aniline